5-((3-(3-((3-Chloro-4-(trifluoromethoxy)benzyl)amino)propoxy)propyl)amino)benzo[c][2,6]naphthyridine-8-carboxylic acid ClC=1C=C(CNCCCOCCCNC2=NC3=C(C4=CN=CC=C24)C=CC(=C3)C(=O)O)C=CC1OC(F)(F)F